C(CCCCCCCCCCCCCCCC(=O)O)(=O)O heptadecanediic acid